C(C=C)OC mono(methyl) allyl ether